1'-((7-ethyl-6-oxo-5,6-dihydro-1,5-naphthyridin-3-yl)methyl)-N-methyl-1',2',3',6'-tetrahydro-[3,4'-bipyridyl]-6-carboxamide C(C)C=1C(NC=2C=C(C=NC2C1)CN1CCC(=CC1)C=1C=NC(=CC1)C(=O)NC)=O